4-(6-(6-(2,2-Difluoroethyl)-3,6-diazabicyclo[3.1.1]hept-3-yl)pyridin-3-yl)-6-(2-hydroxy-2-methylpropyloxy)pyrazolo[1,5-a]pyridine-3-carbonitrile FC(CN1C2CN(CC1C2)C2=CC=C(C=N2)C=2C=1N(C=C(C2)OCC(C)(C)O)N=CC1C#N)F